NC1=C(C=C(CCN2[C@@H](O[C@H](C2=O)C)C=2C(=NN(C2)C2=CC=C(C=C2)Br)C2=CC=C(C=C2)F)C=C1)Cl (2S,5S)-3-(4-Amino-3-chlorophenethyl)-2-(1-(4-bromophenyl)-3-(4-fluorophenyl)-1H-pyrazol-4-yl)-5-methyl-oxazolidin-4-one